(3aS,7aR)-1-(6-(4-chloro-2-(methoxymethoxy)-phenyl)-5-methyl-1,2,4-triazin-3-yl)-6-methyloctahydro-1H-pyrrolo[2,3-c]pyridine ClC1=CC(=C(C=C1)C1=C(N=C(N=N1)N1CC[C@H]2[C@@H]1CN(CC2)C)C)OCOC